C(C1=CC=CC=C1)(=O)OCCOCC(CCCC)CC 2-(2-ethylhexyloxy)ethyl benzoate